2,3,4-Trihydroxybenzoyl-alanine OC1=C(C(=O)N[C@@H](C)C(=O)O)C=CC(=C1O)O